CN1OC(C2=C1C=C(C=C2)[N+](=O)[O-])N2C(C(C1=CC=CC=C21)=O)=O 1-(1-methyl-6-nitro-1,3-dihydrobenzo[c]isoxazol-3-yl)indoline-2,3-dione